N-(3-chloro-5-(methylsulfonamido)phenyl)-1-(5-(4-methyl-3-oxopiperazin-1-yl)-3-(pyridin-3-ylmethoxy)pyridin-2-yl)-1H-pyrazole-4-carboxamide ClC=1C=C(C=C(C1)NS(=O)(=O)C)NC(=O)C=1C=NN(C1)C1=NC=C(C=C1OCC=1C=NC=CC1)N1CC(N(CC1)C)=O